FC(N1N=CC(=C1)C1=CC=C(C=N1)S(=O)(=O)NC=1C=CC=C2C=NN(C12)C)F 6-(1-(DIFLUOROMETHYL)-1H-PYRAZOL-4-YL)-N-(1-METHYL-1H-INDAZOL-7-YL)PYRIDINE-3-SULFONAMIDE